(E)-1,1-Bis(ethylthio)-4-(4-methoxyphenyl)-3-phenylbut-3-en-2-one C(C)SC(C(\C(=C\C1=CC=C(C=C1)OC)\C1=CC=CC=C1)=O)SCC